FC=1C=C2C(=C(/C(/C2=CC1)=C/C1=CC=C(C=C1)C(C)(C)C)C)CC(=O)O (Z)-2-(5-fluoro-2-methyl-1-(4-t-butylbenzylidene)-1H-inden-3-yl)acetic acid